(1R,3R,4R)-2-(4,7-difluoro-1H-indole-2-carbonyl)-5,5-difluoro-N-((S,Z)-4-fluoro-4-(methylsulfonyl)-1-((S)-2-oxopyrrolidin-3-yl)but-3-en-2-yl)-2-azabicyclo[2.2.2]octane-3-carboxamide FC1=C2C=C(NC2=C(C=C1)F)C(=O)N1[C@H]2CC([C@@H]([C@@H]1C(=O)N[C@@H](C[C@H]1C(NCC1)=O)\C=C(/S(=O)(=O)C)\F)CC2)(F)F